C(CCCCCCC(C(C(C(CCCCCC)C(=O)O)C(=O)O)C(=O)O)C(=O)O)C(=O)O 1,8,9,10,11-Heptadecanepentacarboxylic acid